Bis[3-(3,5-dimethyl-4-hydroxybenzyl)-2-hydroxy-5-methylphenyl]methane CC=1C=C(CC=2C(=C(C=C(C2)C)CC2=C(C(=CC(=C2)C)CC2=CC(=C(C(=C2)C)O)C)O)O)C=C(C1O)C